2-chloro-N4-[[3,5-difluoro-4-[5-methoxy-3-(trifluoromethyl)pyrazol-1-yl]phenyl]methyl]pyrimidine-4,5-diamine ClC1=NC=C(C(=N1)NCC1=CC(=C(C(=C1)F)N1N=C(C=C1OC)C(F)(F)F)F)N